N1[C@@H](CCC1)C(=O)O.C(CCCCCCC)N1CN(C=C1)C 1-octyl-3-methylimidazole L-proline salt